6-chloro-7-(2-furanyl)-4-((2S)-2-methyl-4-(2-propenoyl)-1-piperazinyl)-1-(2-(2-propanyl)phenyl)pyrido[2,3-d]pyrimidin-2(1H)-one ClC1=CC2=C(N(C(N=C2N2[C@H](CN(CC2)C(C=C)=O)C)=O)C2=C(C=CC=C2)C(C)C)N=C1C=1OC=CC1